Methyl-hexanoate COC(CCCCC)=O